3-acetyl-1H-indole-6-carboxylic acid methyl ester COC(=O)C1=CC=C2C(=CNC2=C1)C(C)=O